ClC=1C(=NC(=NC1)N1CC([C@@H](CC1)NC1=CC=C2C(=NN(C2=C1)C)C1C(NC(CC1)=O)=O)(F)F)NC=1C=C2CC(N(C2=CC1)C)=O 3-(6-(((R)-1-(5-chloro-4-((1-methyl-2-oxoindolin-5-yl)amino)pyrimidin-2-yl)-3,3-difluoropiperidin-4-yl)amino)-1-methyl-1H-indazol-3-yl)piperidine-2,6-dione